COC1=CC=C(C=C1)N(C1=CC=C(C=C1)OC)C1=CC=2C3(C4=CC(=CC=C4C2C=C1)N(C1=CC=C(C=C1)OC)C1=CC=C(C=C1)OC)C1=CC=CC=C1C=1C=CC=CC13 2,7-bis[N,N-bis(4-methoxyphenyl)amino]-9,9-spirobifluorene